C(=O)(OC(C)(C)C)NCCCNCCCNC(=O)OC(C)(C)C N1-Boc-N3-(3-(Boc-amino)propyl)propane-1,3-diamine